4-carboxyl-(1H)benzotriazole C(=O)(O)C1=CC=CC=2NN=NC21